C(N)(=O)C=1C=C2C3=C(NC2=C(C1)OCCC1CN(C1)C(=O)OC(C)(C)C)N=C(N=C3)C3=CC(=NN3CC)C tert-butyl 3-(2-((6-carbamoyl-2-(1-ethyl-3-methyl-1H-pyrazol-5-yl)-9H-pyrimido[4,5-b]indol-8-yl)oxy)ethyl)azetidine-1-carboxylate